4-fluoro-5-nitro-1H-indole FC1=C2C=CNC2=CC=C1[N+](=O)[O-]